ethyl 5-bromo-7-((1-methyl-1H-pyrazol-3-yl)methoxy)benzofuran-3-carboxylate BrC=1C=C(C2=C(C(=CO2)C(=O)OCC)C1)OCC1=NN(C=C1)C